F[C@@H](C1(COC1)C=1C=C(C=CC1)N1C(C2=CC(=CC(=C2C1)C(F)(F)F)CN1C[C@@H](CC1)F)=O)C1=NN=CN1C 2-(3-(3-((S)-fluoro(4-methyl-4H-1,2,4-triazol-3-yl)methyl)oxetan-3-yl)phenyl)-6-(((R)-3-fluoropyrrolidin-1-yl)methyl)-4-(trifluoromethyl)isoindolin-1-one